(S)-N-(1-methyl-1H-imidazol-4-yl)-2-(2-phenylpyrrolidin-1-yl)pyrrolo[2,1-f][1,2,4]triazin-4-amine CN1C=NC(=C1)NC1=NC(=NN2C1=CC=C2)N2[C@@H](CCC2)C2=CC=CC=C2